O[C@H]1[C@@H](CCC1)C#N |r| (±)-trans-2-hydroxycyclopentanecarbonitrile